tert-butyl hexadec-15-enoate C(CCCCCCCCCCCCCC=C)(=O)OC(C)(C)C